FC(C=1C=C(C=CC1C)[C@H]1CC2(CN(C2)C(=O)C2CC(C2)(C)O)CC1)F |r| (rac)-(6-(3-(Difluoromethyl)-4-methylphenyl)-2-azaspiro[3.4]octan-2-yl)((1s,3s)-3-hydroxy-3-methylcyclobutyl)methanon